3-(bis(4-methoxybenzyl)amino)-8-((Triisopropylsilyl)ethynyl)isoquinolin-1-yl triflate O(S(=O)(=O)C(F)(F)F)C1=NC(=CC2=CC=CC(=C12)C#C[Si](C(C)C)(C(C)C)C(C)C)N(CC1=CC=C(C=C1)OC)CC1=CC=C(C=C1)OC